C(C1=CC=CC=C1)C1C(NC(C(N1)=O)CC1=CC=CC=C1)=O 3,6-Di(benzyl)-2,5-diketopiperazin